NCC1=NNC(C2=CC=C(C=C12)C=1C=NN(C1N(C(C1=CC=CC=C1)=O)C)C)=O N-(4-(4-(aminomethyl)-1-oxo-1,2-dihydrophthalazin-6-yl)-1-methyl-1H-pyrazol-5-yl)-N-methylbenzamide